2-(2,4-bis(trifluoromethyl)phenyl)-N-(4-fluorophenyl)-N-((5-(5-(pyrrolidin-3-yl)pyrimidin-2-yl)-1,3,4-oxadiazol-2-yl)methyl)acetamide FC(C1=C(C=CC(=C1)C(F)(F)F)CC(=O)N(CC=1OC(=NN1)C1=NC=C(C=N1)C1CNCC1)C1=CC=C(C=C1)F)(F)F